tert-butyl (2S,5R)-4-((1-(3-(2,6-bis(benzyloxy)pyridin-3-yl)-1-methyl-1H-indazol-7-yl)piperidin-4-yl)methyl)-2,5-dimethylpiperazine-1-carboxylate C(C1=CC=CC=C1)OC1=NC(=CC=C1C1=NN(C2=C(C=CC=C12)N1CCC(CC1)CN1C[C@@H](N(C[C@H]1C)C(=O)OC(C)(C)C)C)C)OCC1=CC=CC=C1